N-(2-(2,6-dioxopiperidin-3-yl)-1,3-dioxoisoindolin-5-yl)-5-oxo-5-(4-(4-(quinoxalin-2-yl)-1H-pyrazol-1-yl)piperidin-1-yl)pentanamide O=C1NC(CCC1N1C(C2=CC=C(C=C2C1=O)NC(CCCC(N1CCC(CC1)N1N=CC(=C1)C1=NC2=CC=CC=C2N=C1)=O)=O)=O)=O